NC1=CC(=C(C(=O)OC)C=C1F)F methyl 4-amino-2,5-difluorobenzoate